NCCCCCCN 1,2-bis(2-aminoethyl)ethane